1-(4-{[3-(2-cyanopyridin-4-yl)-1-{[2-(trimethylsilyl)ethoxy]methyl}-1H-pyrrolo[2,3-b]pyridin-4-yl]oxy}-3,5-difluorophenyl)-3-[(3-methyloxetan-3-yl)methyl]urea C(#N)C1=NC=CC(=C1)C1=CN(C2=NC=CC(=C21)OC2=C(C=C(C=C2F)NC(=O)NCC2(COC2)C)F)COCC[Si](C)(C)C